4-[7-[cyclobutyl(hydroxy)methyl]imidazo[1,2-a]pyridin-3-yl]-N-cyclopropyl-2-(difluoromethoxy)-6-methoxy-benzamide C1(CCC1)C(C1=CC=2N(C=C1)C(=CN2)C2=CC(=C(C(=O)NC1CC1)C(=C2)OC)OC(F)F)O